tert-butyl ((1R,5S,8s)-3-(2-(3-amino-6-(6-morpholino-3-(trifluoromethyl)pyridin-2-yl)pyrazine-2-carboxamido)pyridin-3-yl)-3-azabicyclo[3.2.1]octan-8-yl)carbamate NC=1C(=NC(=CN1)C1=NC(=CC=C1C(F)(F)F)N1CCOCC1)C(=O)NC1=NC=CC=C1N1C[C@H]2CC[C@@H](C1)C2NC(OC(C)(C)C)=O